CC1=CC2=C(C3=CC=C(C=C3C(=C2C=C1)OC(CC)=O)C)OC(CC)=O 2,6-dimethyl-9,10-dipropanoyloxyanthracene